tert-butyl 1-(3-amino-5-fluoro-4-pyridyl)piperidine-4-carboxylate NC=1C=NC=C(C1N1CCC(CC1)C(=O)OC(C)(C)C)F